C(C)(C)(C)OC(N([C@@H]1COC2(C1)CCNCC2)C[C@@H](COC2=C(C(=CC=C2)S(=O)(=O)C)F)O)=O.COC2=NC=C(C=N2)C=2C=CC(=NC2)NC(CCC)=O N-(5-(2-methoxypyrimidin-5-yl)pyridin-2-yl)butanamide tert-butyl-((S)-3-(2-fluoro-3-(methylsulfonyl)phenoxy)-2-hydroxypropyl)((S)-1-oxa-8-azaspiro[4.5]decan-3-yl)carbamate